1-[(3R)-1-benzylpyrrolidin-3-yl]tetrazole C(C1=CC=CC=C1)N1C[C@@H](CC1)N1N=NN=C1